Cl.Cl.NC1C(C(C1(C)C)OC1=C2C=CC=NC2=C(C=C1)C#N)(C)C 5-((1r,3r)-3-amino-2,2,4,4-tetramethylcyclobutoxy)quinoline-8-carbonitrile dihydrochloride